4-fluoro-N-(1-(methylsulfonyl)-1,2,3,4-tetrahydroquinolin-7-yl)benzenesulfonamide FC1=CC=C(C=C1)S(=O)(=O)NC1=CC=C2CCCN(C2=C1)S(=O)(=O)C